C(C)(C)(C)C1=CC2=C(NC(=N2)C2=C(C=CC=C2)C=2C(=CC(=CC2)C(N[C@H](COC)C2=CC=CC=C2)=O)C(=O)O)C=C1 2'-(5-tert-butyl-1H-1,3-benzodiazol-2-yl)-4-{[(1S)-2-methoxy-1-phenylethyl]carbamoyl}-[1,1'-biphenyl]-2-carboxylic acid